tert-butyl (2-((2-(4-(3-(4-methoxybenzyl)ureido)phenyl)-2-oxoethyl)sulfonyl)ethyl)carbamate COC1=CC=C(CNC(NC2=CC=C(C=C2)C(CS(=O)(=O)CCNC(OC(C)(C)C)=O)=O)=O)C=C1